FC1=CC=C(C=C1)C(\C=C\NC1=CC=C(C=C1)OC)=O (E)-1-(4-fluorophenyl)-3-((4-methoxyphenyl)amino)prop-2-en-1-one